FC(CCN1CC2=CC(=CC=C2CC1)N(C(C)C)C=1C(N(C=CC1)CC)=O)(F)F ((2-(3,3,3-trifluoropropyl)-1,2,3,4-tetrahydroisoquinolin-7-yl)(isopropyl)amino)-1-ethylpyridin-2(1H)-one